CN1CCN(CC1)C1=CC=C(CNC(C2=CC(=CC=C2)NC=2N=NC(=CC2)C2=CC=CC=C2)=O)C=C1 N-(4-(4-methylpiperazin-1-yl)benzyl)-3-((6-phenylpyridazin-3-yl)amino)benzamide